C1(C(C1)C=1C=CC2=C(C(=C(O2)C)C(=O)OCC)C1)C1CC1 ethyl 5-([1,1'-bi(cyclopropan)]-2-yl)-2-methylbenzofuran-3-carboxylate